BrC1=CC2=C(C=3N(CCC2NC2=CC=C(C=C2)OC)N=NC3C)C=C1 9-bromo-N-(4-methoxyphenyl)-1-methyl-6,7-dihydro-5H-benzo[c][1,2,3]triazolo[1,5-a]azepin-7-amine